FC1=CC=C(C=C1)C=1N=CC(=NC1C=1C=CC2=C(N(C=N2)C)C1)C(=O)N 5-(4-fluorophenyl)6-(1-methyl-1H-1,3-benzodiazol-6-yl)pyrazine-2-carboxamide